6,8-diazabicyclo[3.3.1]nona-3-ene-4-carbaldehyde C12CC=C(C(NCN1)C2)C=O